C[Si](CCC1=C(C(=C(C(=C1CC[Si](Cl)(Cl)C)CC[Si](Cl)(Cl)C)CC[Si](Cl)(Cl)C)CC[Si](Cl)(Cl)C)CC[Si](Cl)(Cl)C)(Cl)Cl 1,2,3,4,5,6-hexakis[2-(methyldichlorosilyl)ethyl]benzene